manganese(II) aspartate N[C@@H](CC(=O)[O-])C(=O)[O-].[Mn+2]